2-({3-[(E)-2-{5-[(diethylamino)methyl]pyridin-2-yl}vinyl]-1H-indazol-6-yl}thio)-N-(2,2,2-trifluoroethyl)benzamide C(C)N(CC)CC=1C=CC(=NC1)/C=C/C1=NNC2=CC(=CC=C12)SC1=C(C(=O)NCC(F)(F)F)C=CC=C1